(6-(1-(2-(4,4-difluoropiperidin-1-yl)thiazol-4-yl)-1H-1,2,3-triazol-4-yl)-5-(6-azaspiro[2.5]oct-6-yl)pyridin-3-yl)-2-hydroxyethane-1-sulfonamide FC1(CCN(CC1)C=1SC=C(N1)N1N=NC(=C1)C1=C(C=C(C=N1)C(CO)S(=O)(=O)N)N1CCC2(CC2)CC1)F